3-chloro-5-(2-fluorophenoxy)-1,1-dioxo-4H-1,2,4-benzothiadiazine-6-carbonitrile ClC1=NS(C2=C(N1)C(=C(C=C2)C#N)OC2=C(C=CC=C2)F)(=O)=O